(3S,5S)-4-[7-[6-amino-4-methyl-3-(trifluoromethyl)-2-pyridinyl]-6-chloro-quinazolin-4-yl]-3,5-dimethyl-piperazine-1-carboxylic acid tert-butyl ester C(C)(C)(C)OC(=O)N1C[C@@H](N([C@H](C1)C)C1=NC=NC2=CC(=C(C=C12)Cl)C1=NC(=CC(=C1C(F)(F)F)C)N)C